C1(=CC=CC=C1)CCCN1CCC(CC1)N(C=1C=C(C=CC1)O)C1=CSC=C1 3-((1-(3-phenylpropyl)piperidin-4-yl)(thiophen-3-yl)amino)phenol